1-(3-aminophenyl)-3-cyclopropylpropan-1-ol NC=1C=C(C=CC1)C(CCC1CC1)O